cadmium telluride zinc [Zn+2].[Te-2].[Cd+2].[Te-2]